N,N-di-isopropylammonium C(C)(C)[NH2+]C(C)C